CC1(CCCC1)CN1N=C(N=C1)C(=O)O 1-((1-methylcyclopentyl)methyl)-1H-1,2,4-triazole-3-carboxylic acid